FC(C=1C(=C(C=CC1)[C@@H](C)NC=1C2=C(N=C(N1)C)NC(C(=C2)C=2C=NN(C2)C)=O)F)F (R)-4-((1-(3-(difluoromethyl)-2-fluorophenyl)ethyl)amino)-2-methyl-6-(1-methyl-1H-pyrazol-4-yl)pyrido[2,3-d]pyrimidin-7(8H)-one